(R)-6-chloro-8-(hydroxymethyl-d2)-2-trifluoromethyl-2H-benzopyran-3-carboxylic acid ClC=1C=C(C2=C(C=C([C@@H](O2)C(F)(F)F)C(=O)O)C1)C([2H])([2H])O